C(C1=CC=CC=C1)OCC1CN(C1)C(C#N)(C)C1=CC(=C(C(=C1)C)OCC1=CC(=C(C=C1)Cl)Cl)C 2-(3-((benzyloxy)methyl)azetidin-1-yl)-2-(4-((3,4-dichlorobenzyl)oxy)-3,5-dimethylphenyl)propanenitrile